4-[4-(1,3-dimethyl-1H-pyrazol-4-yl)-1-methyl-1H-imidazol-2-yl]-1-methyl-1H-pyrazolo[4,3-c]pyridine-6-carboxamide CN1N=C(C(=C1)C=1N=C(N(C1)C)C1=NC(=CC2=C1C=NN2C)C(=O)N)C